C(C)(C)(CC(C)(C)C)C1=CC=C(C=C1)O 4-tertoctylphenol